BrC1=CC=C(C=C1)N1N(C=CC1=O)C 2-(4-bromophenyl)-1-methyl-1,2-dihydro-3H-pyrazol-3-one